C(C)NS(=O)(=O)C1=CC(=CC=C1)C1=CN(C(C2=CC=C(C=C12)F)=O)C N-ethyl-3-(6-fluoro-2-methyl-1-oxoisoquinolin-4-yl)benzenesulfonamide